2,2,3-trimethyl-butane CC(C)(C(C)C)C